1-(3,5-dichlorophenyl)-2-(dimethylamino)ethan-1-ol ClC=1C=C(C=C(C1)Cl)C(CN(C)C)O